CC1C(=O)C(=C(O1)C)OC(=O)C Furaneol acetate